δ-aminopentanoic acid NCCCCC(=O)O